N2-isopropyl-N4-(2-(methylsulfonyl)benzyl)pyrido[3,2-d]pyrimidine-2,4-diamine C(C)(C)NC=1N=C(C2=C(N1)C=CC=N2)NCC2=C(C=CC=C2)S(=O)(=O)C